(3-methacryloxy-2-hydroxypropoxy)propylbis(trimethylsiloxy)methylsilane propane-1,3-diyl-dibutyrate C(CCCCCC(=O)O)CCCC(=O)O.C(C(=C)C)(=O)OCC(COCCC[SiH2]C(O[Si](C)(C)C)O[Si](C)(C)C)O